2-(2,6-dimethylphenyl)benzofuran-4-ol tert-butyl-4-(7-(1-methyl-1H-pyrazol-4-yl)imidazo[1,2-b]pyridazin-3-yl)piperazine-1-carboxylate C(C)(C)(C)C1N(CCN(C1)C1=CN=C2N1N=CC(=C2)C=2C=NN(C2)C)C(=O)OC=2C=CC=C1C2C=C(O1)C1=C(C=CC=C1C)C